NCCOC1=CC=C(C=C1)C1COC2=C1C=C(C=C2C(=O)NC)C(=O)NC2[C@H]1COC[C@@H]21 3-(4-(2-aminoethoxy)phenyl)-N5-((1R,5S,6r)-3-oxabicyclo[3.1.0]hexan-6-yl)-N7-methyl-2,3-dihydrobenzofuran-5,7-dicarboxamide